7-fluoro-N-(1H-indol-6-yl)quinolin-2-amine FC1=CC=C2C=CC(=NC2=C1)NC1=CC=C2C=CNC2=C1